tert-butyl 3-(1'-(3-chloro-2-cyanophenyl)-2'-oxospiro[cyclohexane-1,3'-indolin]-6'-yl)piperidine-1-carboxylate ClC=1C(=C(C=CC1)N1C(C2(C3=CC=C(C=C13)C1CN(CCC1)C(=O)OC(C)(C)C)CCCCC2)=O)C#N